C(C)(=O)N1CCC(=CC1)C=1N=CN2C1N(C(C1=CC(=CC(=C21)C(C)([2H])O)C)=O)C([2H])([2H])[2H] 3-(1-Acetyl-1,2,3,6-tetrahydropyridin-4-yl)-9-(1-hydroxyethyl-1-d)-7-methyl-4-(methyl-d3)imidazo[1,5-a]quinazolin-5(4H)-one